di(tridecyl)pentaerythritol bisphosphite P(O)(O)O.P(O)(O)O.C(CCCCCCCCCCCC)C(O)(C(CO)(CO)CO)CCCCCCCCCCCCC